n-butane-yl sulfide C(CCC)SCCCC